CN1C(C(=C(C=C1)[O-])NC(N[C@@H](CC(=O)[O-])C=1C=C(C(=CC1)OC(F)(F)F)C1=CC=CC=C1)=O)=O.[Na+].[Na+] sodium (S)-3-(3-(1-methyl-4-oxido-2-oxo-1,2-dihydropyridin-3-yl)ureido)-3-(6-(trifluoro methoxy) biphenyl-3-yl)propanoate